2,4-dimethoxyphenoxy-3-fluoroanthraquinone COC1=C(OC2=CC(=CC=3C(C4=CC=CC=C4C(C23)=O)=O)F)C=CC(=C1)OC